4-(3'-(cyclohexylmethoxy)-2-methoxybiphenyl-3-ylamino)-2-(pyridin-2-ylamino)pyrimidine-5-carboxylic acid C1(CCCCC1)COC=1C=C(C=CC1)C1=C(C(=CC=C1)NC1=NC(=NC=C1C(=O)O)NC1=NC=CC=C1)OC